NC=1C=C(C=C2C=C(N=CC12)NC(=O)[C@H]1[C@H](C1)F)C1CNC(C1)=O (1S,2S)-N-(8-amino-6-(5-oxopyrrolidin-3-yl)isoquinolin-3-yl)-2-fluorocyclopropanecarboxamide